[Br-].[Br-].C[SiH](C)[Zr+2](C1(C(=C(C(=C1)C)C)C)C)C1(C(=C(C(=C1)C)C)C)C dimethylsilyl-bis(tetramethylcyclopentadienyl)zirconium dibromide